BrC1=CC(=C(C=C1)C1=C2C(=C(N=N1)N[C@H]1CNCCC1)C=NC=C2)OC (R)-3-((1-(4-bromo-2-methoxyphenyl)pyrido[3,4-d]pyridazin-4-yl)amino)piperidine